(2S)-2-({[(9H-fluoren-9-yl)methoxy]carbonyl}amino)-4-{[(2-oxo-1,2-dihydropyridin-4-yl)methyl]carbamoyl}butanoic acid C1=CC=CC=2C3=CC=CC=C3C(C12)COC(=O)N[C@H](C(=O)O)CCC(NCC1=CC(NC=C1)=O)=O